C1=C(C=CC2=CC=CC=C12)C#CCO 3-(naphthalen-2-yl)propan-2-yn-1-ol